N-(24-benzamido-6,13,19,26-tetraoxo-16-azaheptacyclo[15.12.0.02,15.05,14.07,12.018,27.020,25]nonacosa-1(17),2(15),3,5(14),7(12),8,10,18(27),20(25),21,23,28-dodecaen-8-yl)benzamide C(C1=CC=CC=C1)(=O)NC1=CC=CC=2C(C=3C=4NC=5C=6C(C=7C=CC=C(C7C(C6C=CC5C4C=CC3C(C12)=O)=O)NC(C1=CC=CC=C1)=O)=O)=O